N-acetoxy-1-[4-(2-hydroxyethoxy)phenylsulfanyl-phenyl]propane-1-one-2-imine C(C)(=O)ON=C(C(=O)C1=C(C=CC=C1)SC1=CC=C(C=C1)OCCO)C